FC=1C(=NC=C(C1)N1CCN(CC1)CC=1C=C2NC(C(=NC2=C(C1)F)C)=O)C(=O)NC 3-fluoro-5-(4-((8-fluoro-2-methyl-3-oxo-3,4-dihydroquinoxalin-6-yl)methyl)piperazin-1-yl)-N-methylpyridinecarboxamide